2-(4-chloro-3-fluorophenoxy)-N-[(3s,6r)-6-{5-[6-(trifluoromethyl)pyridin-3-yl]-1,3,4-oxadiazol-2-yl}piperidin-3-yl]acetamide ClC1=C(C=C(OCC(=O)N[C@@H]2CN[C@H](CC2)C=2OC(=NN2)C=2C=NC(=CC2)C(F)(F)F)C=C1)F